N-methyl-N'-tetrahydrofuryl-propanediamine oxalate C(C(=O)O)(=O)O.CNC(CC)NC1OCCC1